(R)-4-(1,5-dimethyl-1H-1,2,3-triazol-4-yl)-2-fluoro-N-(6-fluoro-8-methylisoquinolin-1-yl)-N-(piperidin-3-yl)benzamide CN1N=NC(=C1C)C1=CC(=C(C(=O)N([C@H]2CNCCC2)C2=NC=CC3=CC(=CC(=C23)C)F)C=C1)F